C(OC[C@@H]1OCCOC1)(OC(C)Cl)=O ((R)-1,4-dioxan-2-yl)methyl (1-Chloroethyl) carbonate